3,5-dichloro-N-{3-[(2-fluoropyridin-3-yl)methyl]-4-oxo-3,4-dihydroquinazolin-5-yl}-4-hydroxybenzamide ClC=1C=C(C(=O)NC2=C3C(N(C=NC3=CC=C2)CC=2C(=NC=CC2)F)=O)C=C(C1O)Cl